FC(C1=NN=C(S1)C1=NC=C2N1C=C(C=C2N2C[C@@H](N[C@H](C2)C)CO)S(=O)(=O)NC2(CC2)C)F 3-(5-(difluoromethyl)-1,3,4-thiadiazol-2-yl)-8-((3R,5S)-3-(hydroxymethyl)-5-methylpiperazin-1-yl)-N-(1-methylcyclopropyl)imidazo[1,5-a]pyridine-6-sulfonamide